C12(CC3CC(CC(C1)C3)C2)CCOCC(CN2C(CCCC2)C)O 1-[2-(adamantan-1-yl)ethoxy]-3-(2-methyl-piperidin-1-yl)propan-2-ol